3-fluoro-4-((3-((1-hydroxy-propan-2-yl)amino)-1H-pyrazolo[3,4-b]pyridin-4-yl-oxy)phenyl)-1-(4-fluorophenyl)-2-oxo-5-propyl-1,2-dihydropyridine-3-carboxamide FC1(C(N(C=C(C1C1=C(C=CC=C1)OC1=C2C(=NC=C1)NN=C2NC(CO)C)CCC)C2=CC=C(C=C2)F)=O)C(=O)N